C[SiH]1N(CC(N1[Si](C)(C)C)C)[Si](C)(C)C 2,4-dimethyl-1,3-bis(trimethylsilyl)-1,3-diaza-2-silacyclopentane